monostearylamine C(CCCCCCCCCCCCCCCCC)N